OC(CCCCCCCCCCCC(=O)O)CCCCCCCCCCCCCCCC 13-Hydroxy-nonacosanoic acid